ClC1=CC(=CC2=C1B(OC2)O)NC2=NN(C=C2C(=O)N)[C@@H]2COCC[C@H]2C#N ((7-chloro-1-hydroxy-1,3-dihydrobenzo[c][1,2]oxaborol-5-yl)amino)-1-(trans-4-cyanotetrahydro-2H-pyran-3-yl)-1H-pyrazole-4-carboxamide